(3S)-3-(5-{[(3S,4S)-1-({8-fluoro-2-[(oxan-4-yloxy)methyl]quinolin-6-yl}methyl)-4-(methoxymethyl)pyrrolidin-3-yl]oxy}-1-oxo-2,3-dihydro-1H-isoindol-2-yl)piperidine-2,6-dione FC=1C=C(C=C2C=CC(=NC12)COC1CCOCC1)CN1C[C@H]([C@@H](C1)COC)OC=1C=C2CN(C(C2=CC1)=O)[C@@H]1C(NC(CC1)=O)=O